ClC1=CC=C(C=C1)C=1C=C2C(=NC1)NC=C2C(=O)C=2C(=C(C=CC2F)[NH-])F {3-[5-(4-chlorophenyl)-1H-pyrrolo[2,3-b]pyridin-3-carbonyl]-2,4-difluorophenyl}amid